O=C(O)CC12CC3CC(CC(C3)C2)C1 adamantaneacetic Acid